N-(2-(2,4-bis(trifluoromethyl)phenoxy)phenyl)-3-(difluoromethyl)-1-methyl-1H-pyrazole-4-amide FC(C1=C(OC2=C(C=CC=C2)NC(=O)C=2C(=NN(C2)C)C(F)F)C=CC(=C1)C(F)(F)F)(F)F